[phenyl-(2,3,4-trioctadecanoxyphenyl)methyl]amine C1(=CC=CC=C1)C(C1=C(C(=C(C=C1)OCCCCCCCCCCCCCCCCCC)OCCCCCCCCCCCCCCCCCC)OCCCCCCCCCCCCCCCCCC)N